[K+].OCC(P([O-])([O-])=O)P([O-])([O-])=O.[K+].[K+].[K+] hydroxyl-ethylidenediphosphonic acid potassium salt